[Si](C)(C)(C(C)(C)C)OC=1C=C2C(=NN(C2=CC1)C1OCCCC1)C=1C=NN(C1)CCOCCO[C@H]([C@H](C)CS(=O)(=O)[O-])C [(1S,2S)-2-[2-[2-[4-[5-[tert-butyl(dimethyl)silyl] oxy-1-tetrahydropyran-2-yl-indazol-3-yl]pyrazol-1-yl]ethoxy]ethoxy]-1-methyl-propyl]methanesulfonate